C(C)(C)(C)S(=O)N1C(=C(C=CC=C1)C1CC1)C(=O)O (2r,3r)-1-(tert-butylsulfinyl)-3-cyclopropylazepine-2-carboxylic acid